tert-Butyl ((1-(4-((5-Cyclopropyl-1H-pyrazol-3-yl)amino)pyrimidin-2-yl)piperidin-4-yl)methyl)carbamate C1(CC1)C1=CC(=NN1)NC1=NC(=NC=C1)N1CCC(CC1)CNC(OC(C)(C)C)=O